6-(2-(((1r,4r)-4-((2-methoxyethyl)amino)cyclohexyl)amino)pyrimidin-4-yl)-2,4,4-trisMethyl-3,4-dihydroisoquinolin COCCNC1CCC(CC1)NC1=NC=CC(=N1)C=1C=C2C(CN(CC2=CC1)C)(C)C